2-(pyrrolidine-1-sulfonyl)-ethylamine N1(CCCC1)S(=O)(=O)CCN